FC=1C=C2C(=NC1)N(C=C2C2=NC(=CC(=N2)N[C@H]2C[C@H](CCC2)NC(=O)N2CCCC2)C2=CC=CC=C2)S(=O)(=O)C2=CC=C(C)C=C2 |r| (+/-)-cis-N-(3-((2-(5-fluoro-1-tosyl-1H-pyrrolo[2,3-b]pyridin-3-yl)-6-phenylpyrimidin-4-yl)amino)cyclohexyl)pyrrolidine-1-carboxamide